NC1=CC(=C(OC2=C(C=CC=C2)C2=NC(=NC=C2)NC2CCC(CC2)NC(OC(C)(C)C)=O)C=C1)F O-tert-butyl N-[4-[[4-(1r,4r)-[2-(4-amino-2-fluorophenoxy)phenyl]pyrimidin-2-yl]amino]cyclohexyl]carbamate